C12CN(CC(CC1)N2)C2=NC1=C(C(=NC=C1C(=C2)OCC21CCCN1CCC2)C2=CC(=CC1=CC=CC(=C21)CC)O)F 4-(2-(3,8-diazabicyclo[3.2.1]octan-3-yl)-8-fluoro-4-((hexahydro-1H-pyrrolizin-7a-yl)methoxy)-1,6-naphthyridin-7-yl)-5-ethylnaphthalen-2-ol